O[C@H]1[C@@H](C2=CC=CC=C2C1)NC(=O)C=1C=CC2=C(C(C(O2)(C)COC)N2C(NC(CC2=O)(C)C)=N)C1 N-[(1R,2R)-2-hydroxyindan-1-yl]-3-(2-imino-4,4-dimethyl-6-oxo-hexahydropyrimidin-1-yl)-2-(methoxymethyl)-2-methyl-3H-benzofuran-5-carboxamide